Cl.N[C@@H]1CN(CCC1)C1=NC2=C(N1CC1=C(C=C(C#N)C=C1)F)C=CC=C2 (S)-4-((2-(3-Aminopiperidin-1-yl)-1H-benzo[d]imidazol-1-yl)methyl)-3-fluorobenzonitril-hydrochlorid